(E)-3-[4-[4-[(1S,2R,3R,4S)-2,3-Bis(2,4-dihydroxybenzoyl)-4-(4-hydroxyphenyl)cyclobutyl]-2-hydroxyphenoxy]phenyl]-1-(2-hydroxy-4-methylphenyl)prop-2-en-1-one OC1=C(C(=O)[C@@H]2[C@H]([C@@H]([C@H]2C(C2=C(C=C(C=C2)O)O)=O)C2=CC=C(C=C2)O)C2=CC(=C(OC3=CC=C(C=C3)/C=C/C(=O)C3=C(C=C(C=C3)C)O)C=C2)O)C=CC(=C1)O